CC(CC(=O)OCC)CC(=O)[O-] ethyl 3-methylglutarate